(3R,4S)-3-cyclopropyl-1-[6-(4-methoxypyrimidin-2-yl)pyrrolo[1,2-b]pyridazin-4-yl]-4-methyl-2-oxopyrrolidine-3-carbonitrile C1(CC1)[C@]1(C(N(C[C@H]1C)C=1C=2N(N=CC1)C=C(C2)C2=NC=CC(=N2)OC)=O)C#N